3,3',3''-[1,4,8-triazacycloundecane-1,4,8-triyltris(methylene)]tris[N-(1,2-dihydroxyethyl)-2-hydroxy-5-methylbenzamide] N1(CCN(CCCN(CCC1)CC=1C(=C(C(=O)NC(CO)O)C=C(C1)C)O)CC=1C(=C(C(=O)NC(CO)O)C=C(C1)C)O)CC=1C(=C(C(=O)NC(CO)O)C=C(C1)C)O